OCCN(CCCN(CC(=O)[O-])CC(=O)OCCCCCCCCCCCCCCCCCCCCCCC)CC(OCCCCCCCCCCCCC)=C=O tricosyl 2,2'-((3-((2-hydroxyethyl)(2-carbonyl-2-(tridecyloxy)ethyl)amino)propyl)azanediyl)diacetate